5-hexanoyl-3-(octahydroindolizin-7-yl)-1H-indole C(CCCCC)(=O)C=1C=C2C(=CNC2=CC1)C1CCN2CCCC2C1